4-((4-Fluoro-3-(1-isopropyl-1H-pyrazol-4-yl)phenyl)((4-(4-methoxy-3-methylphenyl)bicyclo[2.2.2]octan-1-yl)methyl)carbamoyl)(trans-cyclohexyl) 3-hydroxyazetidine-1-carboxylate OC1CN(C1)C(=O)O[C@@H]1CC[C@H](CC1)C(N(CC12CCC(CC1)(CC2)C2=CC(=C(C=C2)OC)C)C2=CC(=C(C=C2)F)C=2C=NN(C2)C(C)C)=O